O.FC(C(=O)C(F)F)F 1,1,3,3-tetrafluoroacetone hydrate